2,4-bis(methylsulfanyl)-8-(trifluoromethyl)pyrazolo[1,5-a][1,3,5]triazine CSC1=NC=2N(C(=N1)SC)N=CC2C(F)(F)F